O1C(CCC1)CNC1=NC=CC=N1 2-{[(oxolan-2-yl)methyl]amino}pyrimidin